FC1=CC=C(C=C1)[C@@H]1N(OCC1)C1=CC(=NC=N1)NC=1C(=CC(=C(C1)NC(C=C)=O)N1CCC(CC1)N1CCN(CC1)C1COC1)OC N-(5-((6-((R)-3-(4-fluorophenyl)-isoxazolidine-2-yl)pyrimidine-4-yl)amino)-4-methoxy-2-(4-(4-(oxetane-3-yl)piperazine-1-yl)piperidine-1-yl)phenyl)acrylamide